2-triisopropylsiloxycarbonyl-6-triethoxysilylnorbornane C(C)(C)[Si](OC(=O)C1C2C(CC(C1)C2)[Si](OCC)(OCC)OCC)(C(C)C)C(C)C